C(C)(C)(C)OC(=O)N1CC(N(CC1)C=1C2=C(N=CN1)NC=C2C2=NC=CC=C2)C 3-methyl-4-(5-(pyridin-2-yl)-7H-pyrrolo[2,3-d]pyrimidin-4-yl)piperazine-1-carboxylic acid tert-butyl ester